(7-(3-Ethoxy-5-fluorophenyl)-2-azaspiro[3.5]nonan-2-yl)((1s,3s)-3-hydroxy-3-methylcyclobutyl)methanon C(C)OC=1C=C(C=C(C1)F)C1CCC2(CN(C2)C(=O)C2CC(C2)(C)O)CC1